C12(CC3CC(CC(C1)C3)C2)CN2N=CC(=C2)C2=C(C3=C(N=N2)NC=C3)C(=O)OCC ethyl 3-(1-(adamantan-1-ylmethyl)-1H-pyrazol-4-yl)-7H-pyrrolo[2,3-c]pyridazine-4-carboxylate